p-cyclohexyloxycarbonyloxystyrene C1(CCCCC1)OC(=O)OC1=CC=C(C=C)C=C1